3-fluoro-4-bromophenylcarbamate FC=1C=C(C=CC1Br)NC([O-])=O